C(C)S(=O)(=O)N[C@@H]1[C@@H](N(C2CC1(C2)F)C(=O)OC(C)(C)C)CC=2C(=C(C=CC2)C2=CC=CC=C2)F |o1:6,7| tert-Butyl (3S*,4R*)-4-[(ethylsulfonyl)amino]-5-fluoro-3-[(2-fluoro[biphenyl]-3-yl)methyl]-2-azabicyclo[3.1.1]heptane-2-carboxylate